benzyl N-[3-[(3R)-1-[6-[3-(2-dispiro[2.0.24.13]heptan-7-ylethoxy)pyrazol-1-yl]-3-[(6-fluoro-2-pyridyl)sulfonylcarbamoyl]-2-pyridyl]-5,5-dimethyl-pyrrolidin-3-yl]propyl]carbamate C1CC12C1(CC1)C2CCOC2=NN(C=C2)C2=CC=C(C(=N2)N2C[C@@H](CC2(C)C)CCCNC(OCC2=CC=CC=C2)=O)C(NS(=O)(=O)C2=NC(=CC=C2)F)=O